(E)-4-((benzylamino)methyl)-N'-(2-hydroxybenzylidene)benzoyl-hydrazine C(C1=CC=CC=C1)NCC1=CC=C(C(=O)N/N=C/C2=C(C=CC=C2)O)C=C1